1-((1-Methyl-piperidin-4-yl)amino)-1-oxopropan-2-yl-carbamic acid tert-butyl ester C(C)(C)(C)OC(NC(C(=O)NC1CCN(CC1)C)C)=O